C(C1=CC=CC=C1)C1=CC=2C(C3=CC=CC=C3C(C2C=C1)=O)=O 2-benzylanthraquinone